C(C)OC1=C(C(=O)NCC2=CC(=CC=C2)N2CCCC2)C=C(C=C1)NC(C(C)C)=O 2-ethoxy-5-isobutyrylamino-N-(3-(pyrrolidin-1-yl)benzyl)benzamide